2-Chloro-N4-(4-chloro-[3-(1,1-dimethylethylsulfonamido)]phenyl)methylpyrimidin-4-amine ClC1=NC=CC(=N1)NCC1=CC(=C(C=C1)Cl)NS(=O)(=O)C(C)(C)C